rac-2-methyl-5-((3aR,5R,7S,7aR)-1,3,3,5,7-pentamethyloctahydro-benzo[c]isoxazol-5-yl)benzonitrile CC1=C(C#N)C=C(C=C1)[C@]1(C[C@@H]2[C@H](N(OC2(C)C)C)[C@H](C1)C)C |r|